N1(CCNCC1)CC(=O)NC piperazin-1-yl-N-methylacetamide